CC1=C(C(=CC=C1)C)C1=CC=C(C=C1)[C@H](CC(=O)[O-])NC(=O)NC=1C(N(C=CC1[O-])C)=O.[Na+].[Na+] Natrium (S)-3-(2',6'-Dimethylbiphenyl-4-yl)-3-(3-(1-methyl-4-oxido-2-oxo-1,2-dihydropyridin-3-yl)ureido)propanoat